N1,N1'-((5-(2-ethylbutoxy)-1,3-phenylene)bis(methylene))bis(N3-(3-aminopropyl)propane-1,3-diamine), hydrochloride salt Cl.C(C)C(COC=1C=C(C=C(C1)CNCCCNCCCN)CNCCCNCCCN)CC